[2-(aminomethyl)-3,3-difluoro-allyl]-4-[3-(1,3-benzodioxol-5-yl)phenyl]-1,2,4-triazol-3-one trifluoroacetate salt FC(C(=O)O)(F)F.NCC(CC=1N(C(NN1)=O)C1=CC(=CC=C1)C1=CC2=C(OCO2)C=C1)=C(F)F